dichloromethyl-1,3-dioxolane ClC(Cl)C1OCCO1